BrCCCCCCCCCC(=O)C1=C(C(=C(C=C1C)OC)OC)OC 10-bromo-1-(2,3,4-trimethoxy-6-methyl-phenyl)decan-1-one